C(C=C)(=O)[C].[Co].[Pt] platinum cobalt alloyl-carbon